5-((1-(3-(4-Methyl-1,4-diazepan-1-yl)phenyl)-1H-imidazol-4-yl)amino)pyrazine-2-carbonitrile CN1CCN(CCC1)C=1C=C(C=CC1)N1C=NC(=C1)NC=1N=CC(=NC1)C#N